2-chloro-3-methoxy-phenyl-1-(2-fluoro-6-methyl-benzyl)-6-methyl-1H-pyrimidine-2,4-dione ClC1=C(C=CC=C1OC)C=1C(NC(N(C1C)CC1=C(C=CC=C1C)F)=O)=O